C(C)(CC)C=1C=C(C=CC1O)C(C)(C)C1=CC(=C(C=C1)O)C(C)CC 2,2-bis(3-sec-butyl-4-hydroxyphenyl)propane